FC1=CC=C2C=C(NC(C2=C1)=O)CCC(=O)N1CCN(CC1)C=1C=CC(=NC1)C#N 5-(4-(3-(7-fluoro-1-oxo-1,2-dihydroisoquinolin-3-yl)propionyl)piperazin-1-yl)pyridinecarbonitrile